1-palmitoyl-2-oleoyl-3-chloropropanol C(CCCCCCCCCCCCCCC)(=O)C(C(CCl)C(CCCCCCC\C=C/CCCCCCCC)=O)O